(R)-N-(1-(4-chlorophenyl)-2,2,2-trifluoroethyl)-5-fluoro-N,1,4-trimethyl-6-oxo-1,6-dihydropyridine-3-sulfonamide ClC1=CC=C(C=C1)[C@H](C(F)(F)F)N(S(=O)(=O)C1=CN(C(C(=C1C)F)=O)C)C